2-(phenylsulfonyl)-3-phenyl-oxaaziridine C1(=CC=CC=C1)S(=O)(=O)N1OC1C1=CC=CC=C1